(cis)-tert-butyl 3,3-difluorohexahydropyrrolo[3,2-b]pyrrole-1(2H)-carboxylate FC1([C@H]2[C@@H](N(C1)C(=O)OC(C)(C)C)CCN2)F